NN1C(N(C(C=C1C(F)(F)F)=O)C1=C(C=C(C(=C1)F)[N+](=O)[O-])F)=O 1-amino-3-(2,5-difluoro-4-nitrophenyl)-6-(trifluoromethyl)pyrimidine-2,4(1H,3H)-dione